ClC1=C(C(=CC=2NC(=NC21)C(O)C2=CC=C(C=C2)S(=O)(=O)CC)Cl)C2=CC=CC=C2 (4,6-dichloro-5-phenyl-1H-benzo[d]imidazol-2-yl)(4-(ethylsulfonyl)phenyl)methanol